O.O.Cl.N1=CC=CC2=CC=CC=C12 quinoline hydrochloride dihydrate